N-(phosphonomethyl)glycine isopropanoate C(C(=O)O)C.P(=O)(O)(O)CNCC(=O)O